(1S)-1-(tert-butoxycarbonyl)piperidin-3-yl 1-(4-fluorophenyl)-3,4-dihydroisoquinoline-2(1H)-carboxylate FC1=CC=C(C=C1)[C@@H]1N(CCC2=CC=CC=C12)C(=O)OC1CN(CCC1)C(=O)OC(C)(C)C